C(=O)O.NCCOCCNC(C1=C(C=C(C=C1)NC=1C=2N(C=CN1)C(=CN2)C=2C(=NN(C2)C(C)C#C)C(F)(F)F)CC)=O N-[2-(2-aminoethoxy)ethyl]-4-[[3-[1-but-3-yn-2-yl-3-(trifluoromethyl)pyrazol-4-yl]imidazo[1,2-a]pyrazin-8-yl]amino]-2-ethylbenzamide formate